OC(=O)C(F)(F)F.CC1=CC(=NO1)C1[C@H]2CNC[C@@H]12 (1R-5S-6r)-6-(5-methyl-1,2-oxazol-3-yl)-3-azabicyclo[3.1.0]hexane TFA salt